1-ethyl-4,5,6,7-tetrahydro-1H-imidazo[4,5-c]pyridine-2-carboxamide C(C)N1C(=NC=2CNCCC21)C(=O)N